CS(=O)(=O)O.N(=N[K])[K] azopotassium methanesulfonate